CN(CCN(C1=CC(=C(C=C1[N+](=O)[O-])NC1=NC=C(C(=N1)N1CC(C2=NC(=CC=C21)C)(C)C)C(=O)OC(C)C)OC)C)C isopropyl 2-((4-((2-(dimethylamino)ethyl)(methyl)amino)-2-methoxy-5-nitrophenyl)amino)-4-(3,3,5-trimethyl-2,3-dihydro-1H-pyrrolo[3,2-b]pyridine-1-yl)pyrimidine-5-carboxylate